C(C1=CN=CC=C1)(=O)O.C(C1=CN=CC=C1)(=O)N (nicotinamide) nicotinate